BrC1=C(C=CC=C1)C1=C(CC(C=C1)(C)C(C)(C)C)Cl 2-bromo-4'-tert-butyl-2'-chloro-4'-methyl-1,1'-biphenyl